1-[4-(3-nitrophenyl)thiazol-2-yl]-1-[3-(trifluoromethyl)phenyl]Urea [N+](=O)([O-])C=1C=C(C=CC1)C=1N=C(SC1)N(C(=O)N)C1=CC(=CC=C1)C(F)(F)F